(3-fluoro-2-(2H-1,2,3-triazol-2-yl)phenyl)((1S,4R,6R)-6-((5-methylpyridin-2-yl)oxy)-2-azabicyclo[2.2.2]oct-2-yl)methanone benzyl-(4-chloro-6-fluoro-3-methyl-2-nitrophenyl)carbamate C(C1=CC=CC=C1)N(C(O)=O)C1=C(C(=C(C=C1F)Cl)C)[N+](=O)[O-].FC=1C(=C(C=CC1)C(=O)N1[C@@H]2[C@@H](C[C@H](C1)CC2)OC2=NC=C(C=C2)C)N2N=CC=N2